S1C(=CC=C1)C1=NC2=CC=CC=C2C=C1C=O 2-(2-thienyl)-formylquinoline